N,N-DiBoc-allylamine CC(C)(C)OC(=O)N(CC=C)C(=O)OC(C)(C)C